C(=C)N1C(CCC1)=O N-Vinyl-2-Pyrrolidone